Benzyl (R)-8-((tert-butoxycarbonyl)amino)-3-(trifluoromethyl)-7,8-dihydro-1,6-naphthyridine-6(5H)-carboxylate C(C)(C)(C)OC(=O)N[C@@H]1CN(CC=2C=C(C=NC12)C(F)(F)F)C(=O)OCC1=CC=CC=C1